C(C1=CC=CC=C1)N1N=C(N=C1)C=1C=C(OC2=C(C=3C=CN(C3C=C2)S(=O)(=O)C2=CC=C(C)C=C2)C(=O)OC)C=CC1 Methyl 5-(3-(1-benzyl-1H-1,2,4-triazol-3-yl)phenoxy)-1-tosyl-1H-indole-4-carboxylate